1-methyl-3-(tetrahydro-2H-pyran-2-yl)-8-(4,4,5,5-tetramethyl-1,3,2-dioxaborolan-2-yl)-3,4-dihydrochromeno[3,4-c]pyrazole CC=1C2=C(N(N1)C1OCCCC1)COC=1C=CC(=CC12)B1OC(C(O1)(C)C)(C)C